ClC1=C(C=CC=C1C=1N=C(C(=NC1)CN1CCC(CC1)C(=O)OC)OC)C1=C(C(=CC=C1)NC=1C2=C(N=C(N1)C(F)F)C=C(C=N2)C=O)C methyl 1-((5-(2-chloro-3'-((2-(difluoromethyl)-7-formylpyrido[3,2-d]pyrimidin-4-yl)amino)-2'-methyl-[1,1'-biphenyl]-3-yl)-3-methoxypyrazin-2-yl)methyl)piperidine-4-carboxylate